N1C[C@@H](CCC1)N1C=2C3=C(C=NN3CCC1)C(=NN2)C2=C(C=C(C=C2)C(F)(F)F)O (R)-2-(6-(piperidin-3-yl)-6,7,8,9-tetrahydro-1,4,5,6,9a-pentaazabenzo[cd]azulen-3-yl)-5-(trifluoromethyl)phenol